COC1=C(OC(=O)C2=CC=C(OC(CCCCCOC(=O)C(=C)C)C)C=C2)C=CC(=C1)\C=C\C(=O)OC 1-[6-[4-[2-methoxy-4-[(E)-2-methoxycarbonyl-vinyl]-phenoxycarbonyl]-phenoxy]-heptyloxycarbonyl]-1-methyl-ethylene